3-[5-(5,5-dimethyl-1,3,2-dioxaborinan-2-yl)-7-(trifluoromethyl)-1,3a-diaza-2-indenyl]-1-methylcyclobutanol CC1(COB(OC1)C1=CN2C=C(N=C2C(=C1)C(F)(F)F)C1CC(C1)(O)C)C